(2,4,6-trimethylphenyl)iodonium triflat [O-]S(=O)(=O)C(F)(F)F.CC1=C(C(=CC(=C1)C)C)[IH+]